FC(C(=O)N1CC(C1)N1C(C2=NC=CN=C2C(=C1)C1=CC=C(C=C1)OC(F)(F)F)=O)=C 6-(1-(2-Fluoroacryloyl)azetidin-3-yl)-8-(4-(trifluoromethoxy)phenyl)pyrido[3,4-b]pyrazin-5(6H)-one